tert-Butyl 3-(((tert-butyldimethylsilyl)oxy)methyl)-4-hydroxy-4-(3-((methylsulfonyl)oxy)propyl)piperidine-1-carboxylate [Si](C)(C)(C(C)(C)C)OCC1CN(CCC1(CCCOS(=O)(=O)C)O)C(=O)OC(C)(C)C